NC=1SC=C(N1)S(=O)(=O)NC(=N)[C@H]1N2C(N([C@H](CC1)C2)OS(=O)(=O)O)=O.COCC(CC)(CCC)COC 3,3-bis(methoxymethyl)hexane (2S,5R)-2-(N-((2-aminothiazol-4-yl)sulfonyl)carbamimidoyl)-7-oxo-1,6-diazabicyclo[3.2.1]octan-6-yl-hydrogensulfate